FC1(C(CC1)CN1N=C(C(=C1C(=O)O)C)C(C(F)(F)F)(F)F)F 1-((2,2-difluorocyclobutyl)methyl)-4-methyl-3-(perfluoroethyl)-1H-pyrazole-5-carboxylic acid